BrC1=CC(=C(C=2CCOC21)CC2=NC1=C(N2C[C@H]2OCC2)C=C(C=C1)C(=O)OC)Cl methyl (S)-2-((7-bromo-5-chloro-2,3-dihydrobenzofuran-4-yl) methyl)-1-(oxetan-2-ylmethyl)-1H-benzo[d]imidazole-6-carboxylate